2-(4-chlorophenyl)-1-(6-(3-(trifluoromethyl)phenethyl)-2,6-diazaspiro[3.3]heptan-2-yl)ethanone ClC1=CC=C(C=C1)CC(=O)N1CC2(C1)CN(C2)CCC2=CC(=CC=C2)C(F)(F)F